6-hydrazinopyrimidine-4-carbonitrile hydrochloride Cl.N(N)C1=CC(=NC=N1)C#N